1-(5-(4-(4-(1-carboxycyclopropyl)butyl)phenyl)pentyl)cyclopropane C(=O)(O)C1(CC1)CCCCC1=CC=C(C=C1)CCCCCC1CC1